C(C)OC=1C=NN(C1)C(=O)OC(C)(C)C tert-butyl 4-ethoxy-1H-pyrazole-1-carboxylate